NC1=C(C2=C(C=3N(C(=C2)C)N=C(N3)C3=NN(C=C3)C)N1C1=C(C(=CC=C1C)OC)C)C#N 8-amino-9-(3-methoxy-2,6-dimethylphenyl)-5-methyl-2-(1-methyl-1H-pyrazol-3-yl)-9H-pyrrolo[2,3-c][1,2,4]triazolo[1,5-a]pyridine-7-carbonitrile